4-((2-(5-(2-(diisopropylcarbamoyl)-4-fluorophenoxy)pyrimidin-4-yl)-2,7-diazaspiro[3.5]nonan-7-yl)methyl)benzenesulfonyl fluoride C(C)(C)N(C(=O)C1=C(OC=2C(=NC=NC2)N2CC3(C2)CCN(CC3)CC3=CC=C(C=C3)S(=O)(=O)F)C=CC(=C1)F)C(C)C